[1,3-bis(2,6-di-3-pentylphenyl)imidazol-2-ylidene](3-chloropyridyl)Palladium(II) dichloride CCC(CC)C1=C(C(=CC=C1)C(CC)CC)N1C(N(C=C1)C1=C(C=CC=C1C(CC)CC)C(CC)CC)=[Pd-3](C1=NC=CC=C1Cl)(Cl)Cl